3-(5-(2-((2-(trimethylsilyl)ethoxy)methyl)-2H-tetrazol-5-yl)pyridin-3-yl)phenyl octylcarbamate C(CCCCCCC)NC(OC1=CC(=CC=C1)C=1C=NC=C(C1)C=1N=NN(N1)COCC[Si](C)(C)C)=O